5-(furan-2-yl)pyridine O1C(=CC=C1)C=1C=CC=NC1